(S)-1-(4-(5-(4-(3-fluoro-5-(piperazin-1-yl)phenoxy)piperidine-1-carbonyl)-2-(pyrrolidin-3-yloxy)phenyl)piperidin-1-yl)-2,2-dimethylpropan-1-one dihydrochloride Cl.Cl.FC=1C=C(OC2CCN(CC2)C(=O)C=2C=CC(=C(C2)C2CCN(CC2)C(C(C)(C)C)=O)O[C@@H]2CNCC2)C=C(C1)N1CCNCC1